methyl 2-{[(benzyloxy)carbonyl]amino}-4-[(3-{2-[2-(3-{[(tertbutoxy)carbonyl]amino}propoxy)ethoxy]ethoxy}propyl) carbamoyl]butanoate C(C1=CC=CC=C1)OC(=O)NC(C(=O)OC)CCC(NCCCOCCOCCOCCCNC(=O)OC(C)(C)C)=O